FC(S(=O)(=O)OC=1N=CC(=C2C1SC=C2F)C2=C(C=C(C=C2OCCOC)F)F)(F)F 4-((R)-2,4-difluoro-6-(2-methoxyethoxy)phenyl)-3-fluorothieno[2,3-c]pyridin-7-yl trifluoromethanesulfonate